N1(CCNCC1)C1=CC(=NC=C1)NC=1SC2=NC(=CC=C2N1)C=1C=NNC1 N-(4-(piperazin-1-yl)pyridin-2-yl)-5-(1H-pyrazol-4-yl)thiazolo[5,4-b]pyridin-2-amine